1-[[7-(2-hydroxy-4,6-dimethyl-phenyl)-1,8-naphthyridin-2-yl]methyl]-N-methyl-cyclopropanecarboxamide OC1=C(C(=CC(=C1)C)C)C1=CC=C2C=CC(=NC2=N1)CC1(CC1)C(=O)NC